1-methyl-3-acetoxyimidazolium borohydride salt [BH4-].CN1C=[N+](C=C1)OC(C)=O